CC1=NC(=CC=C1O[C@@H]1C[C@H](CCC1)C(=O)OC)C=1N=NN(C1COC(N(CCCCOS(=O)(=O)C1=CC=C(C)C=C1)C)=O)C Methyl (1S,3S)-3-((2-methyl-6-(1-methyl-5-(((methyl(4-(tosyloxy) butyl) carbamoyl)oxy)methyl)-1H-1,2,3-triazol-4-yl)pyridin-3-yl)oxy)cyclohexane-1-carboxylate